CN1N=C(C=C1C=O)C1=NC=CC=N1 (1-methyl-3-(pyrimidin-2-yl)-1H-pyrazol-5-yl)methanone